C1(CC1)C(=O)C1=CC=CC(=N1)C1=CC(=C(C(=C1)F)N1CCC(CC1)CC(=O)O)F 2-[1-[4-[6-(cyclopropanecarbonyl)-2-pyridyl]-2,6-difluoro-phenyl]-4-piperidyl]acetic acid